O1C=C(C(=C1)C1=C(C=C(C=C1)O)F)C1=C(C=C(C=C1)O)F 4,4'-(furan-3,4-diyl)bis(3-fluorophenol)